4-methyl-5-(5-methanesulfonamido-6-methoxypyridin-3-yl)-1,3-thiazol-2-amine CC=1N=C(SC1C=1C=NC(=C(C1)NS(=O)(=O)C)OC)N